5-bromo-2-((1-(hydroxymethyl)cyclobutyl)methyl)phenol BrC=1C=CC(=C(C1)O)CC1(CCC1)CO